NCCNCCCC[Si](OCC)(C)C N-aminoethyl-3-aminopropyl-trimethyl-(ethoxysilane)